C(C1=CC=CC=C1)(=O)OC(C)(C(C(C)OC(C1=CC=CC=C1)=O)CCCC)C 2-methyl-3-butyl-2,4-pentanediol dibenzoate